N1=C(N=CC=C1)C=1C(=NN2C1NC1=C(C2)CNC1)C(=O)N pyrimidin-2-yl-5,6,7,8-tetrahydro-4H-pyrazolo[1,5-a]pyrrolo[3,4-d]pyrimidine-2-carboxamide